(E)-1,3-pentadiene C=C\C=C\C